2-(4-nitrophenyl)-5-oxopiperazine [N+](=O)([O-])C1=CC=C(C=C1)C1NCC(NC1)=O